1-Tert-butyl 2-(2-((2,5-dioxopyrrolidin-1-yl)oxy)-2-oxoethoxy)acetate O=C1N(C(CC1)=O)OC(COCC(=O)OC(C)(C)C)=O